C(C)(C)(C)OC([C@H](C(C)C)NCCCC1(CN(CC1)C(C1=CC=CC=C1)(C1=CC=CC=C1)C1=CC=CC=C1)C(=O)OC)=O methyl 3-(3-(((S)-1-(tert-butoxy)-3-methyl-1-oxobutan-2-yl)amino)propyl)-1-tritylpyrrolidine-3-carboxylate